COC=1C=C(C=CC1C)NC(=O)C1CCC(CC1)N1C(NC2=C1C=CC=C2N2CC=1NN=CC1C2)=O N-(3-methoxy-4-methylphenyl)-4-(2-oxo-4-{1H,4H,5H,6H-pyrrolo[3,4-c]pyrazol-5-yl}-2,3-dihydro-1H-1,3-benzodiazol-1-yl)cyclohexane-1-carboxamide